N-[4-(3-Dimethylamino-propoxy)-benzyl]-3-[3-(4-trifluoromethoxy-benzyl)-3H-imidazo[4,5-b]pyridin-2-yl]-propionamide CN(CCCOC1=CC=C(CNC(CCC2=NC=3C(=NC=CC3)N2CC2=CC=C(C=C2)OC(F)(F)F)=O)C=C1)C